NCCN1CCCCCC1 N-(2-aminoethyl)homopiperidine